N-[(1S)-1-benzhydryl-2-[4-(3,5-dimethyl-1H-pyrazol-4-yl)anilino]-2-oxo-ethyl]-2-methyl-pyrazole-3-carboxamide C(C1=CC=CC=C1)(C1=CC=CC=C1)[C@@H](C(=O)NC1=CC=C(C=C1)C=1C(=NNC1C)C)NC(=O)C=1N(N=CC1)C